tert-butyl 3-[8-(ethoxycarbonyl)-2-(1,1,2,2,2-pentafluoroethyl)imidazo[1,2-a]1,8-naphthyridin-4-yl]pyrrolidine-1-carboxylate C(C)OC(=O)C=1N=C2N(C=3N=C(C=C(C3C=C2)C2CN(CC2)C(=O)OC(C)(C)C)C(C(F)(F)F)(F)F)C1